C1(=CC=CC=C1)N[C@@H](CC=1C=C(C=CC1)O)C (R)-3-(2-(phenylamino)propyl)phenol